FCCN1CCC(CC1)N1N=C(C(=C1)NC1=NC=C(C(=N1)NCCCN1C(CCCC1)=O)C(F)(F)F)C 1-(3-((2-((1-(1-(2-fluoroethyl)piperidin-4-yl)-3-methyl-1H-pyrazol-4-yl)amino)-5-(trifluoromethyl)pyrimidin-4-yl)amino)propyl)piperidin-2-one